CC1CC(C1)(C1=NN=CN1C)C=1C=C(C=CC1)NC(=O)C=1C(N(C=C(C1)CNCC(C)(C)C)CC(F)(F)F)=O N-(3-((1s,3s)-3-methyl-1-(4-methyl-4H-1,2,4-triazol-3-yl)cyclobutyl)phenyl)-5-((neopentylamino)methyl)-2-oxo-1-(2,2,2-trifluoroethyl)-1,2-dihydropyridine-3-carboxamide